FC(C=1C=C(C=CC1)C=1C=C2C(=NC1)NC(N2CC=2C=NC=C(C2)C(F)(F)F)=O)(F)F 6-[3-(trifluoromethyl)phenyl]-1-[[5-(trifluoromethyl)-3-pyridinyl]methyl]-3H-imidazo[4,5-b]pyridin-2-one